C(C1=CC=CC=C1)N1S(C(C(C2=C1N=C(N2C2=CC=CC=C2)SC)=O)C2=CC=CC=C2)(=O)=O 1-benzyl-6-(methylthio)-3,5-diphenyl-3,5-dihydroimidazo[4,5-c][1,2]Thiazin-4(1H)-one 2,2-dioxide